N-(tert-butyl)-1-cyclopropyl-4-fluoro-1H-pyrazole-3-sulfonamide C(C)(C)(C)NS(=O)(=O)C1=NN(C=C1F)C1CC1